(Z)-4-(2-((5-(4-(diethylamino)phenyl)-3-phenyl-1H-pyrrol-2-yl)imino)-3-phenyl-2H-pyrrol-5-yl)-N,N-diethylaniline C(C)N(C1=CC=C(C=C1)C1=CC(=C(N1)\N=C\1/N=C(C=C1C1=CC=CC=C1)C1=CC=C(N(CC)CC)C=C1)C1=CC=CC=C1)CC